CNC(=O)C1=NN(C(=C1)C(=O)NC=1C=NC=CC1)[C@@H](C)C1=CC=CC=C1 (S)-N3-methyl-1-(1-phenylethyl)-N5-(pyridin-3-yl)-1H-pyrazole-3,5-dicarboxamide